2-(1-methoxy-1-methyl-ethyl)pyrrolidin COC(C)(C)C1NCCC1